(S)-3-(1-hydroxypropan-2-yl)-8-(1-methyl-1,2,5,6-tetrahydropyridin-3-yl)-6-(6-(trifluoromethyl)pyridin-3-yl)pyrido[3,4-d]pyrimidin-4(3H)-one OC[C@H](C)N1C=NC2=C(C1=O)C=C(N=C2C=2CN(CCC2)C)C=2C=NC(=CC2)C(F)(F)F